2-(4-Fluorobenzyloxy)-1-naphthaldehyde FC1=CC=C(COC2=C(C3=CC=CC=C3C=C2)C=O)C=C1